3-((7-chloroisoquinolin-1-yl)amino)-N-(2-morpholino-2-(pyridin-2-yl)ethyl)benzamide ClC1=CC=C2C=CN=C(C2=C1)NC=1C=C(C(=O)NCC(C2=NC=CC=C2)N2CCOCC2)C=CC1